FC1=C(C(=C(C(=C1F)F)F)OC(F)(F)F)S(=O)(=O)N(CC1=CC=C(C=C1)OC)CC1=CC=C(C=C1)OC 2,3,4,5-tetrafluoro-N,N-bis(4-methoxybenzyl)-6-(trifluoromethoxy)benzenesulfonamide